diethyl (N-(4-methoxybenzyl)sulfamoyl)methylphosphonate COC1=CC=C(CNS(=O)(=O)CP(OCC)(OCC)=O)C=C1